(2-(di-o-tolylmethyl)-6-methoxybenzofuran-3-yl)diphenyl-phosphine oxide C1(=C(C=CC=C1)C(C=1OC2=C(C1P(C1=CC=CC=C1)(C1=CC=CC=C1)=O)C=CC(=C2)OC)C2=C(C=CC=C2)C)C